(2-((2-(2,6-dioxopiperidin-3-yl)-1-oxoisoindoline-5-yl)carbamoyl)-4-methylpentyl)carbamate O=C1NC(CCC1N1C(C2=CC=C(C=C2C1)NC(=O)C(CNC([O-])=O)CC(C)C)=O)=O